(6-methyl-5-(2-(1-methyl-1H-pyrazol-4-yl)pyrazolo[5,1-b]thiazole-7-carboxamido)pyridin-3-yl)carbamic chloride CC1=C(C=C(C=N1)NC(=O)Cl)NC(=O)C=1C=NN2C1SC(=C2)C=2C=NN(C2)C